C(C=C)OC1=C(C2=CC=CC=C2C=C1)C=O 2-(allyloxy)naphthaldehyde